4-(4'-(2-(4-chlorophenyl)-5,6-diphenylpyrimidin-4-yl)-[1,1'-biphenyl]-3-yl)-2-phenylbenzofuro[3,2-d]pyrimidine ClC1=CC=C(C=C1)C1=NC(=C(C(=N1)C1=CC=C(C=C1)C1=CC(=CC=C1)C=1C2=C(N=C(N1)C1=CC=CC=C1)C1=C(O2)C=CC=C1)C1=CC=CC=C1)C1=CC=CC=C1